C(CC)N(CCC=1SC=CC1)C1CC2=CC=CC(=C2CC1)O 2-(N-propyl-N-2-thienylethylamino)-5-hydroxy-tetralin